CN1N=C(C=C1)C1=NC(=NC(=N1)C1=NC(=CC=C1)C(F)(F)F)NC1=CC(=NC=C1)C(F)(F)F 4-(1-methyl-1H-pyrazol-3-yl)-6-(6-(trifluoromethyl)pyridin-2-yl)-N-(2-(trifluoromethyl)pyridin-4-yl)-1,3,5-triazin-2-amine